N=C1C(=C2OC=3C(=CC=CC3C=C2C=C1)S(=O)(=O)O)S(=O)(=O)O 6-imino-4,5-disulfoxanthen